FC1=C(C=CC(=C1F)C)C=1NC(=CC1C(=O)N)C1=C2C(=NC=C1)NC=C2 2-(2,3-difluoro-4-methylphenyl)-5-(1H-pyrrolo[2,3-b]pyridin-4-yl)-1H-pyrrole-3-carboxamide